Cl.C(CC)N1[C@@H](CCC1)C(=O)O propyl-L-proline hydrochloride